2'-(2,6-difluoro-3,5-dimethoxyphenyl)-6'-(3-methyl-1-(3-morpholinopropyl)-1H-pyrazol-4-yl)-1'H-spiro[cyclopropane-1,4'-[2,7]naphthyridine]-3'(2'H)-one FC1=C(C(=C(C=C1OC)OC)F)N1CC2=CN=C(C=C2C2(C1=O)CC2)C=2C(=NN(C2)CCCN2CCOCC2)C